(2S,3S)-N-Boc-3-hydroxypyrrolidine-2-carboxylic acid C(=O)(OC(C)(C)C)N1[C@@H]([C@H](CC1)O)C(=O)O